C[C@@H]1CC[C@@]2(CC[C@@]3(C(=CC[C@H]4[C@]3(CC[C@@H]5[C@@]4(C[C@H](C(=O)C5(C)C)O)C)C)[C@@H]2[C@]1(C)O)C)C(=O)O 2α,19α-dihydroxy-3-oxo-urs-12-en-28-oic acid